cis-4-hydroxy-L-proline, ammonium salt [NH4+].O[C@H]1C[C@H](NC1)C(=O)[O-]